BrC=1C=2N(C(=CC1)N1CCC3(CCC[C@H]3NS(=O)C(C)(C)C)CC1)C=NC2 N-((R)-8-(8-bromoimidazo[1,5-a]pyridin-5-yl)-8-azaspiro[4.5]dec-1-yl)-2-methylpropan-2-sulfinamide